Methyl 3-fluoro-4-nitro-5-((oxolan-3-yl)methyl)aminobenzoate FC=1C=C(C(=O)OC)C=C(C1[N+](=O)[O-])NCC1COCC1